(2,4-difluorophenyl)(2-(1,2,3,6-tetrahydropyridin-4-yl)pyrimidin-5-yl)methanone FC1=C(C=CC(=C1)F)C(=O)C=1C=NC(=NC1)C=1CCNCC1